N1N=CC(=C1)C=1C=NC2=CC=C(C=C2N1)C(=O)C=1C(=C(C=CC1Cl)NC(=O)NC1=CC(=CC=C1)F)F 1-(3-(3-(1H-pyrazol-4-yl)quinoxaline-6-carbonyl)-4-chloro-2-fluorophenyl)-3-(3-fluorophenyl)urea